2,8-difluoro-5-(trifluoromethyl)-5H-dibenzo[b,d]thiophene-5-ium trifluoromethanesulfonate FC(S(=O)(=O)[O-])(F)F.FC1=CC2=C([S+](C3=C2C=C(C=C3)F)C(F)(F)F)C=C1